2-methyl-N-((R)-1-(naphthalen-1-yl)ethyl)-5-((piperazin-2-ylmethyl)amino)benzamide bis(2,2,2-trifluoroacetate) FC(C(=O)O)(F)F.FC(C(=O)O)(F)F.CC1=C(C(=O)N[C@H](C)C2=CC=CC3=CC=CC=C23)C=C(C=C1)NCC1NCCNC1